C(#N)C1=CC=C(C=2N1N=CC2)N2C[C@@]1(C[C@@]1(C2)C(F)(F)F)C(=O)NN (1S,5R)-3-(7-cyanopyrazolo[1,5-a]pyridin-4-yl)-5-(trifluoromethyl)-3-azabicyclo[3.1.0]hexane-1-carboxylic acid hydrazide